CC=1C=C(C(=O)O)C=C(N1)C 2,6-Dimethylisonicotinic acid